CC1CN(CC(C1)C)CC1=C(C=C(C=C1)NC(=O)C1=CC2=C(OCO2)C=C1)C(F)(F)F N-(4-((3,5-dimethylpiperidin-1-yl)methyl)-3-(trifluoromethyl)phenyl)benzo[d][1,3]dioxolane-5-carboxamide